CN(CCCN)C N,N-dimethyl-1,3-propandiamine